C(C)OCC1=CC(=C(C(=C1)OC)C=1C=CC(=C2C=CN=CC12)CCC(=O)O)OC 3-(8-(4-(ethoxymethyl)-2,6-dimethoxyphenyl)isoquinolin-5-yl)propionic acid